N-diphenylphosphoryloxymethanamine C1(=CC=CC=C1)P(=O)(C1=CC=CC=C1)ONC